5-(8-(2-azaspiro[3.3]heptan-2-yl)imidazo[1,2-b]pyridazin-6-yl)pyrimidine-2,4(1H,3H)-dione C1N(CC12CCC2)C=2C=1N(N=C(C2)C=2C(NC(NC2)=O)=O)C=CN1